[OH-].C(CCC)[N+](CCCC)(CCCC)CCCC Tetrabutylammonium hydroxide Salt